C(CC)NNC(C1=CC=C(C=C1)C(CCCCCCCNC(\C=C\C=1C=NC=CC1)=O)=O)=O (E)-1-propyl-2-(4-(8-(3-(pyridin-3-yl)acrylamido)octanoyl)benzoyl)hydrazine